ClC1=C(C=CC(=C1)Cl)N1CCC2C(CC1)CNC2 6-(2,4-dichlorophenyl)decahydropyrrolo[3,4-d]azepine